benzo[d]isothiazole-3-sulfonyl chloride S1N=C(C2=C1C=CC=C2)S(=O)(=O)Cl